FC(CNC(=O)C1=CN=C2N1C=C(C=C2)C2=CNC=1N=C(N=CC12)NC1=CC(=CC=C1)N1CCN(CC1)C)F N-(2,2-difluoroethyl)-6-(2-((3-(4-methylpiperazin-1-yl)phenyl)amino)-7H-pyrrolo[2,3-d]pyrimidin-5-yl)imidazo[1,2-a]pyridine-3-carboxamide